3,8-diazaspiro[4.4]nonane-8-carboxylic acid tert-butyl ester C(C)(C)(C)OC(=O)N1CCC2(CNCC2)C1